1-(9Z,12Z-heptadecadienoyl)-2-(7Z,10Z,13Z,16Z-docosatetraenoyl)-glycero-3-phosphoserine CCCCC/C=C\C/C=C\C/C=C\C/C=C\CCCCCC(=O)O[C@H](COC(=O)CCCCCCC/C=C\C/C=C\CCCC)COP(=O)(O)OC[C@@H](C(=O)O)N